ClC1(C=C2C(=CN1)NC(N2C2CCOCC2)=O)[2H] 6-chloro-1-(tetrahydro-2H-pyran-4-yl)-1,3-dihydro-2H-imidazo[4,5-c]pyridin-2-one-6-d